3-isopropyl-4-(pyridazin-3-ylmethyl)piperazine-1-carboxylic acid tert-butyl ester C(C)(C)(C)OC(=O)N1CC(N(CC1)CC=1N=NC=CC1)C(C)C